5-(4-(benzo[d]thiazol-5-ylamino)quinolin-6-yl)-N-(tetrahydro-2H-pyran-4-yl)picolinamide S1C=NC2=C1C=CC(=C2)NC2=CC=NC1=CC=C(C=C21)C=2C=CC(=NC2)C(=O)NC2CCOCC2